COC1=C(CSC2=NC=3N(C(N(C(C3N2C)=O)C)=O)C)C=CC=C1 8-((2-methoxybenzyl)thio)-1,3,7-trimethyl-1H-purine-2,6(3H,7H)-dione